C(=C)[Si](OC(C)=O)(OC(C)=O)OC(C)=O vinyl-(triacetoxy)silane